FC(N1N=CC(=C1)C=1C(=CC=2N(N1)C(=CN2)C2=CC=CC(=N2)N[C@H]2CN(CC[C@@H]2F)C(=O)OC(C)(C)C)OC)F (3S,4S)-tert-butyl 3-((6-(6-(1-(difluoromethyl)-1H-pyrazol-4-yl)-7-methoxyimidazo[1,2-b]pyridazin-3-yl)pyridin-2-yl)amino)-4-fluoropiperidine-1-carboxylate